BrC=1C=C(C(=C(C#N)C1)N1N=CN=N1)C 5-bromo-3-methyl-2-(2H-tetrazol-2-yl)benzonitrile